CN(C)CC1=C2C3(CN(C(C2=CC(=C1)CN1C(=NC=C1)NC)=O)C(C)C1=CC(=C(C=C1)F)OC)CCC3 5'-((dimethyl-amino)methyl)-2'-(1-(4-fluoro-3-methoxyphenyl)ethyl)-7'-((2-(methylamino)-1H-imidazol-1-yl)methyl)-2',3'-dihydro-1'H-spiro[cyclobutan-1,4'-isoquinoline]-1'-one